C(#N)CC1(CCC1)C1=C(C2=C(C=C3C(=NNC3=C2)F)N1C1=CC=C(C=C1)F)C1=CC=C(C(=O)O)C=C1 4-[6-[1-(cyanomethyl)cyclobutyl]-3-fluoro-5-(4-fluorophenyl)-1H-pyrrolo[2,3-f]indazol-7-yl]benzoic acid